2-(2-methyl-2H-indazol-5-yl)-6-(1-methyl-1,2,3,6-tetrahydropyridin-4-yl)-1,3-benzothiazole CN1N=C2C=CC(=CC2=C1)C=1SC2=C(N1)C=CC(=C2)C=2CCN(CC2)C